ClC1=CC=C(COC2=CC=CC(=N2)C2=C(C=C(CC3=NC4=C(N3C[C@H]3OCC3)C=CC=C4)C=C2)F)C=C1 (S)-2-(4-(6-((4-Chlorobenzyl)oxy)pyridin-2-yl)-3-fluorobenzyl)-1-(oxetan-2-ylmethyl)-1H-benzo[d]imidazol